(S)-2-(4-(6-(4-Chloro-2-fluorobenzyloxy)pyridin-2-yl)-3-fluorobenzyl)-1-((tetrahydrofuran-2-yl)methyl)-1H-benzo[d]imidazol ClC1=CC(=C(COC2=CC=CC(=N2)C2=C(C=C(CC3=NC4=C(N3C[C@H]3OCCC3)C=CC=C4)C=C2)F)C=C1)F